3-[4-[2-[1-[4-[(3R,5R)-5-[(5-bromo-1-methyl-6-oxo-pyridazin-4-yl)amino]-1-methyl-3-piperidyl]benzoyl]azetidin-3-yl]ethynyl]phenyl]piperidine-2,6-dione BrC1=C(C=NN(C1=O)C)N[C@@H]1C[C@@H](CN(C1)C)C1=CC=C(C(=O)N2CC(C2)C#CC2=CC=C(C=C2)C2C(NC(CC2)=O)=O)C=C1